FC=1C(=NC=CC1)SC=1C=2N(C=C(C1)C=1C=NN(C1C)C1CCC(CC1)NCC1(CC1)C)N=CC2C#N 4-((3-fluoropyridin-2-yl)thio)-6-(5-methyl-1-((1s,4s)-4-(((1-methylcyclopropyl)methyl)amino)cyclohexyl)-1H-pyrazol-4-yl)pyrazolo[1,5-a]pyridine-3-carbonitrile